5-fluoro-2-((4-(7-((1-(2-hydroxyethyl)-2-oxo-2,3-dihydro-1H-benzo[d]imidazol-5-yl)methyl)-2,7-diazaspiro[4.4]non-2-yl)pyrimidin-5-yl)oxy)-N-isopropyl-N-methylbenzamide FC=1C=CC(=C(C(=O)N(C)C(C)C)C1)OC=1C(=NC=NC1)N1CC2(CC1)CN(CC2)CC2=CC1=C(N(C(N1)=O)CCO)C=C2